CC1=C(N=CN1)CNC(=O)C1=C2N(C=3C=CC=CC13)CCC2 N-((5-methyl-1H-imidazol-4-yl)methyl)-2,3-dihydro-1H-pyrrolo[1,2-a]indole-9-carboxamide